NC=1C=C(C=C2C=C(N=CC12)NC(=O)[C@H]1[C@@H](C1)C#N)S(N(C)C)(=O)=O trans-N-(8-amino-6-(N,N-dimethylsulfamoyl)isoquinolin-3-yl)-2-cyanocyclopropane-1-carboxamide